C(CCCCCC)SC(=O)N(C(CCCCCCCCC(=O)OCC(CCCCCC)CCCC)CCCCCCCCC(=O)OCC(CCCCCC)CCCC)CC1CN(CCO1)C bis(2-butyloctyl) 10-[heptylsulfanylcarbonyl-[(4-methylmorpholin-2-yl)methyl]amino]nonadecanedioate